C(C)(C)C1=NC(=CC(=C1NC(=O)N=S(=O)(N)C=1C=NN2C1OC[C@H](C2)N2CC(C2)OC)C(C)C)OC (6S)-N'-((2,4-diisopropyl-6-methoxypyridin-3-yl)carbamoyl)-6-(3-methoxyazetidin-1-yl)-6,7-dihydro-5H-pyrazolo[5,1-b][1,3]oxazine-3-sulfonimidamide